NC1=C(C(=NN1C1=NN(C=C1)C)C(F)(F)F)C=1C=C(C=C(C1)Cl)C1(CC1)C#N 1-[3-[5-amino-1-(1-methylpyrazol-3-yl)-3-(trifluoromethyl)pyrazol-4-yl]-5-chloro-phenyl]cyclopropanecarbonitrile